ClC1=C(C=O)C(=CC(=C1)C=1C2=C(C(N(C1)C)=O)N(N=C2)CC2=CC=C(C=C2)OC)OC 2-chloro-6-methoxy-4-[1-[(4-methoxyphenyl)methyl]-6-methyl-7-oxo-pyrazolo[3,4-c]pyridin-4-yl]benzaldehyde